C(C)(C)(C)OC(=O)N1CC(C1)C=1C=C2C(=NC=NC2=CC1)OC1=C(C(=CC=C1)Cl)F.BrC1=NN(C2=C1C=NC(=C2)CC(=O)N)C2=NC(=NC(=C2)OC)C(C)(F)F (3-bromo-1-(2-(1,1-difluoroethyl)-6-methoxypyrimidin-4-yl)-1H-pyrazolo[4,3-c]pyridin-6-yl)acetamide tert-Butyl-3-[4-(3-chloro-2-fluoro-phenoxy)quinazolin-6-yl]azetidine-1-carboxylate